N-[[4-(4-Amino-1-isobutyl-pyrazolo[3,4-d]pyrimidin-3-yl)phenyl]methyl]-2-methoxybenzamide NC1=C2C(=NC=N1)N(N=C2C2=CC=C(C=C2)CNC(C2=C(C=CC=C2)OC)=O)CC(C)C